(3S,4S)-1-((1R,2S)-2-methyl-cyclopentyl)-4-{[5-(2,4,6-trifluoro-phenyl)-isoxazole-3-carbonyl]-amino}-piperidine-3-carboxylic acid (1-pyridin-2-yl-cyclopropyl)-amide N1=C(C=CC=C1)C1(CC1)NC(=O)[C@H]1CN(CC[C@@H]1NC(=O)C1=NOC(=C1)C1=C(C=C(C=C1F)F)F)[C@H]1[C@H](CCC1)C